4-(3-methacryloxypropoxy)phenylpropane C(C(=C)C)(=O)OCCCOC1=CC=C(C=C1)CCC